((S)-3-cyclohexyl-1-oxo-1-(((S)-1-oxo-3-((S)-2-oxopyrrolidin-3-yl) propan-2-yl) amino) propan-2-yl) carbamate C(N)(O[C@H](C(N[C@H](C=O)C[C@H]1C(NCC1)=O)=O)CC1CCCCC1)=O